racemic-7-fluoro-4-(1-(methylamino)ethyl)phthalazin-1(2H)-one FC1=CC=C2C(=NNC(C2=C1)=O)[C@@H](C)NC |r|